ClC=1C(N(N=CC1N1C[C@@H](CC1)O)C1OCCCC1)=O 4-chloro-5-[(3R)-3-hydroxypyrrolidin-1-yl]-2-tetrahydropyran-2-yl-pyridazin-3-one